N=1SN=C2C1C=CC=C2S(=O)(=O)N2CCC1(C[C@H](CO1)NC[C@@H](COC=1C=C(C=CC1)S(=O)(=O)NC)O)CC2 3-((S)-3-((R)-8-(benzo[c][1,2,5]thiadiazol-4-ylsulfonyl)-1-oxa-8-azaspiro[4.5]decan-3-ylamino)-2-hydroxypropoxy)-N-methylbenzenesulfonamide